4-methylpiperidine-1,3-dicarboxylic acid 1-(tert-butyl) 3-methyl ester COC(=O)C1CN(CCC1C)C(=O)OC(C)(C)C